O1COC2=C1C=CC(=C2)C2=NNC(=C2)C2=NC=C(C=C2)Br 2-[3-(1,3-benzodioxol-5-yl)-1H-pyrazol-5-yl]-5-bromopyridine